ClC1=CC(=C(C=C1)C(CC(=O)OCC)=O)[N+](=O)[O-] ethyl 3-(4-chloro-2-nitro-phenyl)-3-oxo-propionate